N-(4-morpholinylpyridin-2-yl)-7-fluoroquinazolin-4-amine N1(CCOCC1)C1=CC(=NC=C1)NC1=NC=NC2=CC(=CC=C12)F